Butylimidazoline hydrochloride Cl.C(CCC)N1C=NCC1